ClC1=C(C=CC=C1C1=CC(=CC=C1)C=O)[C@]1(N/C(/N(C(C1)=O)[C@@H]1C[C@@H](OCC1)C)=N\C(OC(C)(C)C)=O)C tert-Butyl (NE)-N-{(4S)-4-[2-chloro-3-(3-formylphenyl)phenyl]-4-methyl-1-[(2S,4S)-2-methyltetrahydropyran-4-yl]-6-oxohexahydropyrimidin-2-ylidene}carbamate